FC(C=1NC2=CC=CC=C2C1C=O)(F)F 2-(trifluoromethyl)-1H-indole-3-carbaldehyde